N-(6-morpholinopyridin-3-yl)carboxamide O1CCN(CC1)C1=CC=C(C=N1)NC=O